(2,2,2-trifluoro-1,1-dimethyl-ethyl) N-[2-[2-[2-(4-chlorothieno[2,3-d]pyridazin-7-yl)-5-fluoro-phenoxy]ethoxy]ethyl]carbamate ClC1=C2C(=C(N=N1)C1=C(OCCOCCNC(OC(C(F)(F)F)(C)C)=O)C=C(C=C1)F)SC=C2